phosphorus tetraphenyl-porphyrin C1(=CC=CC=C1)C1=C2C=CC(C(=C3C=CC(=C(C=4C=CC(=C(C5=CC=C1N5)C5=CC=CC=C5)N4)C4=CC=CC=C4)N3)C3=CC=CC=C3)=N2.[P]